(S)-1-(3-(3-(tert-butoxy)-2-((tert-butoxycarbonyl)amino)-3-oxopropyl)phenyl)-6-(trifluoromethoxy)-1H-indole-2-carboxylic acid C(C)(C)(C)OC([C@H](CC=1C=C(C=CC1)N1C(=CC2=CC=C(C=C12)OC(F)(F)F)C(=O)O)NC(=O)OC(C)(C)C)=O